2-bromo-5-chloroperbenzoic acid BrC1=CC=C(C=C1C(=O)OO)Cl